NCC(CCCCC(CN)O)O 1,8-diamino-2,7-octanediol